N1N=C(C2=C1CCCOC2)C(=O)N2CCC(CC2)C2=C(C=CC=C2)C(F)(F)F (4,6,7,8-tetrahydro-1H-oxepino[4,3-c]pyrazol-3-yl)(4-(2-(trifluoromethyl)phenyl)piperidin-1-yl)methanone